NC1=NC=2C=CC(=CC2C2=C1C(OC2)C)C(=O)N(CC2=NC=C(C=C2)C(F)(F)F)[C@H]2[C@@H](COCC2)OC 4-amino-N-((3S,4R)-3-methoxytetrahydro-2H-pyran-4-yl)-3-methyl-N-((5-(trifluoromethyl)pyridin-2-yl)methyl)-1,3-dihydrofuro[3,4-c]quinoline-8-carboxamide